(2S)-2-(7-(3-methyl-1H-pyrrolo[2,3-b]pyridin-5-yl)-2-(2-methylthiazol-5-yl)-1,2,3,4,4a,8a-hexahydroisoquinolin-5-yl)pyrrolidine-1-carboxylic acid tert-butyl ester C(C)(C)(C)OC(=O)N1[C@@H](CCC1)C=1C2CCN(CC2C=C(C1)C=1C=C2C(=NC1)NC=C2C)C2=CN=C(S2)C